ClCCCCCCC1OCCCC1 6-chloro-hexyltetrahydropyran